6-(3'-((1,1-dioxidothiomorpholino)methyl)-[1,1'-biphenyl]-4-yl)-2-methyl-1H-benzo[d]imidazole-4-carboxylic acid O=S1(CCN(CC1)CC=1C=C(C=CC1)C1=CC=C(C=C1)C=1C=C(C2=C(NC(=N2)C)C1)C(=O)O)=O